5-fluoro-2-(5-fluoro-[2,2'-bipyrimidin]-4-yl)-6-methoxy-3-propylisoindolin-1-one FC=1C=C2C(N(C(C2=CC1OC)=O)C1=NC(=NC=C1F)C1=NC=CC=N1)CCC